(1r,4r)-N-Methyl-4-((5-methyl-4-(6-(pyrimidin-5-ylamino)imidazo[1,2-a]pyridin-3-yl)pyrimidin-2-yl)amino)cyclohexane-1-carboxamide CNC(=O)C1CCC(CC1)NC1=NC=C(C(=N1)C1=CN=C2N1C=C(C=C2)NC=2C=NC=NC2)C